[Al+3].[F].[NH4+] ammonium fluorine aluminum